6-amino-4-((2,2,2-trifluoroethyl)amino)nicotinonitrile NC1=NC=C(C#N)C(=C1)NCC(F)(F)F